FC=1C=CC2=C(C(=C(O2)[C@H](C(C)C)NC(=O)NC=2C=NC(=CC2)C(=O)N2CC(C2)F)C)C1 (S)-1-(1-(5-fluoro-3-methylbenzofuran-2-yl)-2-methylpropyl)-3-(6-(3-fluoroazetidin-1-carbonyl)pyridin-3-yl)urea